trans-decahydro-1,7-naphthyridine N1CCC[C@@H]2CCNC[C@@H]12